[N+](=O)([O-])C=1C(=C(C#N)C=CC1)NC1=CC=CC=C1 3-Nitro-2-(phenylamino)benzonitrile